C(#N)C1=NN(C(=C1[N+](=O)[O-])N(C1CN(C1)C(=O)OC(C)(C)C)CC=C)CC1=CC=C(C=C1)OC tert-butyl 3-[{3-cyano-1-[(4-methoxyphenyl)methyl]-4-nitro-1H-pyrazol-5-yl}(prop-2-en-1-yl)amino]azetidine-1-carboxylate